C(C)(C)(C)C1=CC=C(C=C1)C=1OC(=NN1)C1=CC=C(C=C1)N1C=2C=CC=CC2C(C2=CC=CC=C12)(CCCCCCCC)CCCCCCCC 2-(4-(tert-butyl)phenyl)-5-(4-(9,9-dioctyl-9,10-dihydroacridine-10-yl)phenyl)-1,3,4-oxadiazole